4-(tert-Butyl)-N-(4,4-difluorocyclohexyl)-2-methoxy-1H-imidazole-1-carboxamide C(C)(C)(C)C=1N=C(N(C1)C(=O)NC1CCC(CC1)(F)F)OC